BrC1=C(C2=CC(=CC=C(C2=C1)C)C(C)C)C 2-bromo-7-isopropyl-1,4-dimethyl-azulene